1,1,1-trifluoro-2-(3-fluoro-4-(thiophen-3-yl)phenyl)propan-2-ol Methyl-4-[3-(difluoromethyl)-4-(4,4,5,5-tetramethyl-1,3,2-dioxaborolan-2-yl)pyrazol-1-yl]benzoate CC1=C(C(=O)OC(C(F)(F)F)(C)C2=CC(=C(C=C2)C2=CSC=C2)F)C=CC(=C1)N1N=C(C(=C1)B1OC(C(O1)(C)C)(C)C)C(F)F